ClC1=C(C=CC(=C1)C(F)(F)F)C1=C(C=C(C(=N1)C(=O)OC)F)F Methyl 6-(2-chloro-4-(trifluoromethyl) phenyl)-3,5-difluoropicolinate